N-(3-(dimethylamino)propyl)-5-(8-hydroxyquinolin-6-yl)pyrimidine-2-carboxamide CN(CCCNC(=O)C1=NC=C(C=N1)C=1C=C2C=CC=NC2=C(C1)O)C